(R)-N-(1-(3-Amino-5-(trifluoromethyl)phenyl)ethyl)-7-methoxy-6-((1-methoxycyclopropyl)methoxy)-2-methylquinazolin-4-amine NC=1C=C(C=C(C1)C(F)(F)F)[C@@H](C)NC1=NC(=NC2=CC(=C(C=C12)OCC1(CC1)OC)OC)C